FC(N1N=C(C=C1)CNC1=NC(=NC(=N1)N)C=1C=CC=2N(C1)C=NC2)F N2-[[1-(difluoromethyl)pyrazol-3-yl]methyl]-6-imidazo[1,5-a]pyridin-6-yl-1,3,5-triazine-2,4-diamine